O[C@@H]([C@@H](C(N1CCCC1)=O)N1C(C2(C1C)NC(CC2)C)=O)C 2-((2S,3R)-3-hydroxy-1-oxo-1-(pyrrolidin-1-yl)butan-2-yl)-3,6-dimethyl-2,5-diazaspiro[3.4]octan-1-one